8-Bromo-4-chloro-2-(methyl-d3)-5H-pyrimido[5,4-b]indole BrC1=CC=2C3=C(NC2C=C1)C(=NC(=N3)C([2H])([2H])[2H])Cl